4-((4-((2-fluorophenyl)ethynyl)benzamido)methyl)-N-methyltetrahydro-2H-pyran-4-Carboxamide FC1=C(C=CC=C1)C#CC1=CC=C(C(=O)NCC2(CCOCC2)C(=O)NC)C=C1